hydroxy thiocarbamate C(N)(OO)=S